4-((R)-1-(5-fluoropyridin-2-yl)-2-hydroxyethoxy)-6-(1-((1r,4R)-4-hydroxy-cyclohexyl)-5-methyl-1H-pyrazol-4-yl)pyrazolo[1,5-a]pyridine-3-carbonitrile FC=1C=CC(=NC1)[C@H](CO)OC=1C=2N(C=C(C1)C=1C=NN(C1C)C1CCC(CC1)O)N=CC2C#N